O=C1NC(CCC1N1C(C2=CC=C(C=C2C1=O)N1CC(C1)CNC(C1=NC=C(C=C1)N1CCN(CC1)CC=1C=NC=2C=C(C(NC2C1)=O)CC)=O)=O)=O N-((1-(2-(2,6-dioxopiperidin-3-yl)-1,3-dioxoisoindolin-5-yl)azetidin-3-yl)methyl)-5-(4-((7-ethyl-6-oxo-5,6-dihydro-1,5-naphthyridin-3-yl)methyl)piperazin-1-yl)picolinamide